N1C=C(C=2C=NC=CC21)NC(C(=O)O)=O 2-((1H-pyrrolo[3,2-c]pyridin-3-yl)amino)-2-oxoacetic acid